COC1=C(C(=CC=C1)P(C2=CC=CC=C2)C3=CC=CC=C3)C4=C(C=CC=C4P(C5=CC=CC=C5)C6=CC=CC=C6)OC (S)-(-)-(6,6'-dimethoxybiphenyl-2,2'-diyl)bis(diphenylphosphine)